C1(CC1)N1CC2(CN(C2)C(=O)C2=CC=C(C=C2)C2CC3(CC(C3)C#N)CCN2CC2=C3C=CNC3=C(C=C2OC)C)C1 6-(4-(6-cyclopropyl-2,6-diazaspiro[3.3]heptane-2-carbonyl)phenyl)-7-((5-methoxy-7-methyl-1H-indol-4-yl)methyl)-7-azaspiro[3.5]nonane-2-carbonitrile